acrylic acid 2-dimethylaminoethyl ester CN(CCOC(C=C)=O)C